C1(=CC=C(C=C1)NC1=CC=C(C=C1)C1=CC=CC=C1)C1=CC=CC=C1 N,N-bis(biphenyl-4-yl)amine